C(C)(C)(C)OC(=O)N(C(=O)OC(C)(C)C)C[C@H]1[C@@H](C1)C(=O)OCC1=CC=CC=C1 benzyl trans-2-((bis(tert-butoxycarbonyl)amino)methyl)cyclopropane-1-carboxylate